1-benzyltriazole C1=CC=C(C=C1)CN2C=CN=N2